FC(C1=CC(=NN1)C#N)(F)F 5-(trifluoromethyl)pyrazole-3-carbonitrile